C(CCCCCCCCCCCCCCCCC)C(C(O)=P(=O)CC)([N+](C)(C)C)CCCCCCCCCCCCCCCCCC Distearylethylphosphorylcholine